BrC1=CC(=C(C(=N1)C)O)I 6-bromo-4-iodo-2-methyl-3-pyridinol